3,7-Bis(aminomethyl)-5-(piperazin-1-yl)-2,3-dihydro-1,4-benzodioxine NCC1OC2=C(OC1)C=C(C=C2N2CCNCC2)CN